1-(2-methoxyethyl)-5-methyl-4-(4,4,5,5-tetramethyl-1,3,2-dioxaborolan-2-yl)pyrazole COCCN1N=CC(=C1C)B1OC(C(O1)(C)C)(C)C